(5S)-5-(aminomethyl)pyrrolidin-2-one HCl salt Cl.NC[C@@H]1CCC(N1)=O